NC1=C(C(C=2C(OC=3C=CC=CC3C2O1)=O)C1=CC=CC2=CC=CC=C12)C#N 2-amino-4-(naphthalen-1-yl)-5-oxo-4H,5H-pyrano[3,2-c]chromene-3-carbonitrile